C(C1=CC=CC=C1)(=O)OC[C@]1(O[C@H]([C@@]([C@@H]1OC(C1=CC=CC=C1)=O)(F)Cl)N1C2=NC(=NC(=C2N=C1)NC)N)F [(2S,3R,4S,5R)-5-[2-amino-6-(methylamino)purin-9-yl]-3-(benzoyloxy)-4-chloro-2,4-difluorooxolan-2-yl]methyl benzoate